6-(4-Fluorophenoxy)-1-methyl-5-nitro-1H-indazole FC1=CC=C(OC2=C(C=C3C=NN(C3=C2)C)[N+](=O)[O-])C=C1